ClC1=NC=C(C(=C1)C1=C(C=NC(=C1)C)C(=O)NC=1SC2=C(N1)CN(C2)C(=O)C2=NC(=C(N=C2C)Cl)C)OC 2'-Chloro-N-(5-(5-chloro-3,6-dimethyl-pyrazine-2-carbonyl)-5,6-dihydro-4H-pyrrolo[3,4-d]thiazol-2-yl)-5'-methoxy-6-methyl-[4,4'-bipyridine]-3-carboxamide